COCCC=1C(=NC=C(C1)N)N (2-methoxyethyl)pyridin-2,5-diamine